COC=1C=C(CNC(C2=CC=CC=C2)=O)C=CC1CN1C(N(CCC1)C1=CC(=C(C=C1)OC)OCCCCC)=O N-(3-methoxy-4-((3-(4-methoxy-3-(pentyloxy)phenyl)-2-oxotetrahydropyrimidin-1(2H)-yl)methyl)benzyl)benzamide